C1(OC(CC12COCC2)=O)=O 2,7-dioxaspiro[4.4]nonane-1,3-dione